S1C(=NC2=C1C=CC=C2)NC(=O)C=2C=CC=C1CCN(CC21)C2=CC=C(C(=N2)C(=O)O)C=2C=NN(C2)C(C2=CC=CC=C2)C2=CC=CC=C2 6-[8-(1,3-benzothiazol-2-ylcarbamoyl)-3,4-dihydroisoquinolin-2(1H)-yl]-3-[1-(diphenylmethyl)-1H-pyrazol-4-yl]pyridine-2-carboxylic acid